2-(6-Methoxy-4-(6-(6-((6-methoxypyridin-3-yl)methyl)-3,6-diazabicyclo[3.1.1]hept-3-yl)pyridin-3-yl)pyrazolo[1,5-a]pyridin-3-yl)acetonitrile COC=1C=C(C=2N(C1)N=CC2CC#N)C=2C=NC(=CC2)N2CC1N(C(C2)C1)CC=1C=NC(=CC1)OC